C(C)(C)(C)OC(=O)N1[C@@H](COCC1)C=1C=C(C=C2CCN(CC12)C(=O)N1C2CC(C(C1)CC2)=O)B2OC(C(O2)(C)C)(C)C (3R)-3-(2-(2-oxo-5-azabicyclo[2.2.2]octane-5-carbonyl)-6-(4,4,5,5-Tetramethyl-1,3,2-dioxaborolan-2-yl)-1,2,3,4-tetrahydroisoquinolin-8-yl)Morpholine-4-carboxylic acid tert-butyl ester